1-methyl-3-dodecyl-imidazole CN1CN(C=C1)CCCCCCCCCCCC